tert-butyl (R)-(1-cyclobutyl-2-oxo-2-(phenylamino)ethyl)carbamate C1(CCC1)[C@H](C(NC1=CC=CC=C1)=O)NC(OC(C)(C)C)=O